C(C)(C)(C)OC(=O)N1CCC(CC1)C(C(NC)CCCOC1=C(OC2=C(C1=O)C(=CC(=C2)OC)OC)C2=CC(=C(C(=C2)OC)OC)OC)(C)C 4-((3-((5,7-dimethoxy-4-oxo-2-(3,4,5-trimethoxyphenyl)-4H-benzopyran-3-yl)oxy)propyl)(methyl)aminotert-butyl)piperidine-1-carboxylic acid tert-butyl ester